CC1=C(C=CC(=C1)C)N1C=NC2=C1C1=C(OC2=O)C=CC=C1 1-(2,4-dimethylphenyl)-[1]benzopyrano[3,4-d]imidazol-4(1H)-one